C(C)(C)(C)C1=C(C(=CC(=C1)C)C(C)(C)C)O 2,6-di(t-butyl)4-methyl-phenol